BrC1=C(C=CC(=C1)S(=O)(=O)CCCC)OC 2-Bromo-4-butylsulfonyl-1-methoxybenzene